tert-butyl (2R,3R)-3-(benzoyloxy)-2-methylpyrrolidine-1-carboxylate C(C1=CC=CC=C1)(=O)O[C@H]1[C@H](N(CC1)C(=O)OC(C)(C)C)C